FC=1C=C(C=C2N=CC=NC12)\C=N\C=1C=NC=CC1N1CCN(CC1)C(=O)OC(C)(C)C tert-Butyl (E)-4-(3-(((8-fluoroquinoxalin-6-yl)methylene)amino)pyridin-4-yl)piperazine-1-carboxylate